1-(3,4-bis(benzyloxy)phenyl)-N-((8-(5-((4-((dimethylamino)methyl)phenyl)amino)-6-methoxypyridin-2-yl)-2,3-dihydrobenzo[b][1,4]dioxin-2-yl)methyl)-5,8,11-trioxa-2-azahexadecane-16-amide C(C1=CC=CC=C1)OC=1C=C(C=CC1OCC1=CC=CC=C1)CNCCOCCOCCOCCCCC(=O)NCC1COC2=C(O1)C(=CC=C2)C2=NC(=C(C=C2)NC2=CC=C(C=C2)CN(C)C)OC